2-methyl-3-(4-trifluoromethylphenyl)-8-methoxyisoquinoline CN1CC2=C(C=CC=C2C=C1C1=CC=C(C=C1)C(F)(F)F)OC